(S)-1-(Heptadecan-9-yl) 8-(1-((2-oxido-1,3,2-dioxaphospholan-2-yl)oxy)-3-(palmitoyloxy)propan-2-yl) octanedioate C(CCCCCCC(=O)O[C@H](COP1(OCCO1)=O)COC(CCCCCCCCCCCCCCC)=O)(=O)OC(CCCCCCCC)CCCCCCCC